ClC1=CC(=C(C=C1B1OC(C(O1)(C)C)(C)C)NC(=O)NCC(C(C)(C)C)O)F 1-(4-chloro-2-fluoro-5-(4,4,5,5-tetramethyl-1,3,2-dioxaborolan-2-yl)phenyl)-3-(2-hydroxy-3,3-dimethylbutyl)urea